NC=1C=CC(=C(C1)NC1=NC=CC(=N1)C=1C=NC=CC1)C N-(5-amino-2-methylphenyl)-4-(pyridin-3-yl)pyrimidin-2-amine